disilicon Lithium [Li].[Si].[Si]